N,N-dimethyl-2H-pyran-4-aminium chloride [Cl-].C[NH+](C1=CCOC=C1)C